FC1=C(CNC(=O)N2CCC3(CC2)OC2=C(C=C(C=C2C(C3)=O)F)F)C=CC(=C1)F N-(2,4-difluorobenzyl)-6,8-difluoro-4-oxospiro[chromane-2,4'-piperidine]-1'-carboxamide